butyl 6-(4-chloro-2-fluorophenyl)-2,6-diazaspiro[3.3]heptane-2-carboxylate ClC1=CC(=C(C=C1)N1CC2(CN(C2)C(=O)OCCCC)C1)F